1-((S*)-1-(2-((S)-amino(4,4-difluorocyclohexyl)methyl)imidazo[1,2-b]pyridazin-7-yl)-2-cyclobutoxyethyl)-5,5-difluorotetrahydropyrimidin-2(1H)-one N[C@H](C=1N=C2N(N=CC(=C2)[C@@H](COC2CCC2)N2C(NCC(C2)(F)F)=O)C1)C1CCC(CC1)(F)F |o1:10|